FC(C(=O)O)(F)F.N1CC(C1)=CC=1C=CC(=C(C#N)C1)Br 5-(azetidin-3-ylidenemethyl)-2-bromo-benzonitrile, trifluoroacetate salt